CC=1N=C(C2=C(N1)C=CN=C2)N[C@H](C)C2=CC(=CC=C2)S(F)(F)(F)(F)F 2-methyl-4-(((R)-1-(3-(pentafluorosulfanyl)phenyl)ethyl)amino)pyrido[4,3-d]pyrimidine